N-[4-[(7-Bromo-1,5-naphthyridin-4-yl)oxy]phenyl]-5-(4-fluorophenyl)-4-hydroxy-6-methylpyridine-3-carboxamide BrC1=CN=C2C(=CC=NC2=C1)OC1=CC=C(C=C1)NC(=O)C=1C=NC(=C(C1O)C1=CC=C(C=C1)F)C